C(=O)(O)C1=CC=C(OC2=CC=C(C=C2)C2=CC=C(C=C2)C(=O)O)C=C1 4'-(4-carboxyphenoxy)-biphenyl-4-carboxylic acid